C1(CC=CC=C1)C=1NC(=CN1)C#N 1H-phenylimidazole-5-carbonitrile